The molecule is a taxane diterpenoid isolated from Taxus sumatrana and has been shown to exhibit antineoplastic activity. It has a role as a metabolite and an antineoplastic agent. It is an acetate ester, a secondary alcohol, a benzoate ester, a tertiary alcohol and a taxane diterpenoid. CC1=C2[C@H]([C@@H]([C@@]3([C@H](C[C@@H]([C@H]([C@H]3[C@@H]([C@@]2(C[C@@H]1O)C(C)(C)O)O)COC(=O)C)OC(=O)C)OC(=O)C)C)OC(=O)C4=CC=CC=C4)O